ClC1=C2C=NN(C2=CC=C1NC1=NC(=NN1C)C=1C=C2CCN(CC2=CC1)C(=O)OC(C)(C)C)C1CC2=CC=C3C=CC=C4C=CC(C1)C2=C43 tert-Butyl 6-[5-[(4-chloro-1-tetrahydropyren-2-yl-indazol-5-yl)amino]-1-methyl-1,2,4-triazol-3-yl]-3,4-dihydro-1H-isoquinoline-2-carboxylate